6-Azoniaspiro[5.5]undecan-4-ol C1CCC(C[N+]12CCCCC2)O